1-(oxetan-2-ylmethyl)-1H-benzo(d)imidazole-6-carboxylic acid O1C(CC1)CN1C=NC2=C1C=C(C=C2)C(=O)O